C(C)(C)(C)OC(N(C=1C=CC=C2C=CC=NC12)C(CC(CCC=1SC=CC1)C[Si](C1=CC=CC=C1)(C)C)=O)=O.FC(C1=CC(=NN1CC(=O)C=1C=NC=CC1)C)F 5-(difluoromethyl)-3-methyl-pyrazol-1-yl-3-pyridyl-ethanone tert-Butyl{3-{[dimethyl(phenyl)silyl]methyl}-5-(thiophen-2-yl)pentanoyl}(quinolin-8-yl)carbamate